5-hydroxy-3-[2-hydroxy-5-(5-hydroxy-1H-indol-3-yl)-1H-pyrrol-3-yl]indol-2-one OC1=CC2=C(C(N=C2C=C1)=O)C1=C(NC(=C1)C1=CNC2=CC=C(C=C12)O)O